O(C1=CC=CC=C1)CC1=CC=C(C=C1)CO (4-(Phenoxymethyl)phenyl)methanol